ClC1=C2CCN([C@@H](C2=C(C=C1)OCC1=CC2=C(N(N=N2)C)C=C1)CN1C(C2=CC=CC=C2C1)=O)C(=O)C1CCCCC1 (1S,2R)-2-((S)-5-Chloro-8-((1-methyl-1H-benzo[d][1,2,3]triazol-5-yl)methoxy)-1-((1-oxoisoindolin-2-yl)methyl)-1,2,3,4-tetrahydroisochinolin-2-carbonyl)cyclohexan